C(C)N1N=C2C(=CC=C(C2=C1)N1CCC(CC1)NCC(C)(C)O)C(=O)NC=1C=C(C=2N(C1)C=C(N2)C)F 2-ethyl-N-{8-fluoro-2-methylimidazo[1,2-a]pyridin-6-yl}-4-{4-[(2-hydroxy-2-methylpropyl)amino]piperidin-1-yl}indazole-7-carboxamide